3-(methacryloylamino)propyldimethyl-(3-sulfopropyl)ammonium C(C(=C)C)(=O)NCCC[N+](CCCS(=O)(=O)O)(C)C